ClC=1C=CC2=C([C@H](C[C@H](O2)C(=O)NC23CCC(CC2)(CC3)C=3OC(=NN3)[C@@H]3C[C@@H](C3)OC(F)(F)F)O)C1 (2S,4S)-6-chloro-4-hydroxy-N-(4-{5-[cis-3-(trifluoromethoxy)cyclobutyl]-1,3,4-oxadiazol-2-yl}bicyclo[2.2.2]octan-1-yl)-3,4-dihydro-2H-1-benzopyran-2-carboxamide